(±)-(1R,2S,3S)-3-((5-(hydroxymethyl)-2-(methylsulfanyl)pyrimidin-4-yl)amino)-2-methylcyclopentan-1-ol OCC=1C(=NC(=NC1)SC)N[C@@H]1[C@@H]([C@@H](CC1)O)C |r|